3-(3-(2-((2-(3-(2-carboxy-2-(pyrrolidin-3-yl)ethyl)phenoxy)ethyl)((3-(2-carboxy-2-(pyrrolidin-3-yl)ethyl)phenyl)methyl-d2)amino)-2-oxoethyl)phenyl)-2-(pyrrolidin-3-yl)propanoic acid C(=O)(O)C(CC=1C=C(OCCN(C(CC=2C=C(C=CC2)CC(C(=O)O)C2CNCC2)=O)C([2H])([2H])C2=CC(=CC=C2)CC(C2CNCC2)C(=O)O)C=CC1)C1CNCC1